tert-butyl 3-amino-3-(2,3-dichloro-6-fluorophenyl)azetidine-1-carboxylate NC1(CN(C1)C(=O)OC(C)(C)C)C1=C(C(=CC=C1F)Cl)Cl